5-bromo-N-{2-[(4-methylphenyl)thio]ethyl}-2-thiophenesulfonamide BrC1=CC=C(S1)S(=O)(=O)NCCSC1=CC=C(C=C1)C